F[C@H]1CN(CC[C@H]1NC1=CC=CC=2N1N=C(C2CC(F)(F)F)C#CCNC(=O)C=2C=NN(C2)C2=CC=CC=C2)C N-[3-(7-{[(3S,4R)-3-fluoro-1-methylpiperidin-4-yl]amino}-3-(2,2,2-trifluoroethyl)pyrazolo[1,5-a]pyridin-2-yl)prop-2-yn-1-yl]-1-phenyl-1H-pyrazole-4-carboxamide